N1N=NN=C1C=1C=C(C=CC1)C=1C=C2C(=NC=NC2=CC1)NC1=CC(=CC=C1)Cl 6-(3-(1H-tetrazol-5-yl)phenyl)-N-(3-chlorophenyl)quinazolin-4-amine